N1=CC=CC=2N=C(C=3N(C21)C=NC3)N Imidazo(1,5-a)pyrido(3,2-E)pyrazin-6-amine